C1(=CC=CC=C1)[O-].C1(O)=CC=C(O)C=C1 hydroquinone phenolate